OCC1C2CN(CC12C)C(=O)OC(C)(C)C tert-Butyl 6-(hydroxymethyl)-1-methyl-3-azabicyclo[3.1.0]hexane-3-carboxylate